NC1=NNC2=CC=C(C=C12)C1=C2C(=NC=C1)NC(=C2)C=2C=C(C(=O)N)C=CC2 3-(4-(3-Amino-1H-indazol-5-yl)-1H-pyrrolo[2,3-b]pyridin-2-yl)benzamide